OCCCCCC(=O)OCCOC(C=C)=O acryloyloxyethyl 6-hydroxyhexanoate